4,4'-oxobis(benzenesulfonyl-semicarbazide) O(NC(NNS(=O)(=O)C1=CC=CC=C1)=O)NC(NNS(=O)(=O)C1=CC=CC=C1)=O